C1C[C@H](C[NH2+]C1)C(=O)[O-] The molecule is the zwitterion resulting from the transfer of a proton from the carboxylic acid group to the amino group of (R)-nipecotic acid. It is a tautomer of a (R)-nipecotic acid.